N-(2-chloro-3-methylphenyl)-4-[({3-[2-(oxetan-2-yl)ethoxy]pyridin-4-yl}methyl)amino]-2-oxo-1,2,5,6-tetrahydropyridine-3-carbothioamide ClC1=C(C=CC=C1C)NC(=S)C=1C(NCCC1NCC1=C(C=NC=C1)OCCC1OCC1)=O